BrC=1SC(=C2C1OCCN2)C(=O)N 7-bromo-3,4-dihydro-2H-thieno[3,4-b][1,4]oxazine-5-carboxamide